CC(=CCOC1=CC=C(C=C1)C=CC(=O)C1=C(OCC(=O)O)C=C(C=C1)OC(C)C=CC)C 2-[2-[3-[4-(3-Methylbut-2-enoxy)phenyl]prop-2-enoyl]-5-pent-3-en-2-yloxyphenoxy]acetic acid